N-[1-(2,6-Difluoro-4-methoxyphenyl)-4-(3-oxopiperazine-1-carbonyl)-1H-imidazol-2-yl]-4-(difluoromethoxy)benzamide FC1=C(C(=CC(=C1)OC)F)N1C(=NC(=C1)C(=O)N1CC(NCC1)=O)NC(C1=CC=C(C=C1)OC(F)F)=O